COC1=NC=C(C=C1C1=NC(=NC(=N1)C1=NC(=CC=C1)C(F)(F)F)NC1=CC(=NC=C1)C(F)(F)F)C 4-(2-methoxy-5-methylpyridin-3-yl)-6-(6-(trifluoromethyl)pyridin-2-yl)-N-(2-(trifluoromethyl)pyridin-4-yl)-1,3,5-triazin-2-amine